2-bromo-4-(methoxycarbonyl)-6,7-dihydro-5H-cyclopenta[b]pyridine 1-oxide BrC1=CC(=C2C(=[N+]1[O-])CCC2)C(=O)OC